COC=1C=C(C=CC1)C1(OC(CC1)(C1=CC=CC=C1)C1=CC=CC=C1)C1=CN(C2=CC=CC=C12)C 3-(2-(3-methoxyphenyl)-5,5-diphenyltetrahydrofuran-2-yl)-1-methyl-1H-indole